NC1CCN(CC1)C1=C(C=C(C=C1)C1=CC(=CC(=C1)C)C(=O)N[C@@H](C=1NC2=CC=CC=C2C1)C1=C(C=CC(=C1)F)O)C (R)-4'-(4-aminopiperidin-1-yl)-N-((5-fluoro-2-hydroxyphenyl)(1H-indol-2-yl)methyl)-3',5-dimethyl-[1,1'-biphenyl]-3-carboxamide